NC1=NC=C(C(=N1)N)O 2,4-diamino-pyrimidin-5-ol